ClC1=C(C=CC(=C1)NC=1C=2N(C=CN1)C(=CN2)C=2C(=NNC2)C(F)(F)F)C(=O)N2CCNCC2 [2-chloro-4-[[3-[3-(trifluoromethyl)-1H-pyrazol-4-yl]imidazo[1,2-a]pyrazin-8-yl]amino]phenyl]-piperazin-1-yl-methanone